(E)-2-isopropyl-5-[2-(thiophen-3-yl)vinyl]-benzene-1,3-diol C(C)(C)C1=C(C=C(C=C1O)\C=C\C1=CSC=C1)O